FC1(CC(C1)C=1C=CC(=NC1F)C(NC(=O)C1N(CC(C1)F)C(CN1C(N(C(C=C1)=O)CC)=O)=O)C1=CC=CC=C1)F N-{[5-(3,3-difluorocyclobutyl)-6-fluoropyridin-2-yl](phenyl)methyl}-1-[2-(3-ethyl-2,4-dioxo-1,2,3,4-tetrahydropyrimidin-1-yl)acetyl]-4-fluoropyrrolidine-2-carboxamide